NC1=NN2C(C=C(C=C2)C=2C=NC(=C(C(=O)NCC3=C(C(=CC=C3OCC3CC3)F)F)C2)C)=N1 5-(2-amino-[1,2,4]triazolo[1,5-a]pyridin-7-yl)-N-(6-(cyclopropylmethoxy)-2,3-difluorobenzyl)-2-methylnicotinamide